(4S,5R)-2-(naphthalen-2-ylthio)-4,5-diphenyl-1,3,2-oxathiaphospholane 2-sulfide C1=C(C=CC2=CC=CC=C12)SP1(O[C@@H]([C@@H](S1)C1=CC=CC=C1)C1=CC=CC=C1)=S